N1=C(C=CC2=CC=CC=C12)C([O-])=S quinolinethioate